3-(piperazin-1-yl)-5-(trifluoromethyl)pyridazine N1(CCNCC1)C=1N=NC=C(C1)C(F)(F)F